1,4-di(1-pyrenyl)benzene C1(=CC=C2C=CC3=CC=CC4=CC=C1C2=C34)C3=CC=C(C=C3)C3=CC=C4C=CC2=CC=CC1=CC=C3C4=C21